NC1CCC2(C1)CCN(CC2)C(=O)OC(C)(C)C tertbutyl 3-amino-8-azaspiro[4.5]decane-8-carboxylate